The molecule is an epoxide that is oxirane substituted by a (4-nitrophenoxy)methyl group. It is an epoxide, a C-nitro compound and an aromatic ether. It derives from a 4-nitrophenol. C1C(O1)COC2=CC=C(C=C2)[N+](=O)[O-]